3-(4-(((tert-butyldimethylsilyl)oxy)methyl)-5-methylthiazol-2-yl)-8-oxa-3-azabicyclo[3.2.1]octane [Si](C)(C)(C(C)(C)C)OCC=1N=C(SC1C)N1CC2CCC(C1)O2